BrCC(=O)NC1=CC=C(C=C1)S(N(CC=1C=C2CCCN(C2=CC1)CC)C1CCCC1)(=O)=O 2-bromo-N-(4-(N-cyclopentyl-N-((1-ethyl-1,2,3,4-tetrahydroquinolin-6-yl)methyl)sulfamoyl)phenyl)acetamide